C(C)(=O)O[C@@H](C=O)[C@@H](OC(C)=O)[C@H](O)[C@H](OC(C)=O)CO 2,3,5-tri-O-acetyl-D-glucose